[Si](C1=CC=CC=C1)(C1=CC=CC=C1)(C(C)(C)C)OCC1=NN=C(N1C=1SC=C(C1C(=O)OC)Cl)C methyl 2-(3-(((tert-butyldiphenylsilyl) oxy) methyl)-5-methyl-4H-1,2,4-triazol-4-yl)-4-chlorothiophene-3-carboxylate